1,5-dimethyl-6-thioxo-3-[2,2,7-trifluoro-3-oxo-4-(2-propynyl)-2,4-dihydro-1,4-benzoxazin-6-yl]-1,3,5-triazinane-2,4-dione CN1C(N(C(N(C1=S)C)=O)C=1C(=CC2=C(N(C(C(O2)(F)F)=O)CC#C)C1)F)=O